8-Heptadecenoic acid C(CCCCCCC=CCCCCCCCC)(=O)O